3-(4-(((1-(6-amino-5-(2,3-dichlorophenyl)pyrazin-2-yl)-4-methylpiperidin-4-yl)amino)methyl)-2-fluorophenyl)piperidine-2,6-dione NC1=C(N=CC(=N1)N1CCC(CC1)(C)NCC1=CC(=C(C=C1)C1C(NC(CC1)=O)=O)F)C1=C(C(=CC=C1)Cl)Cl